2,5-dichlorophenyl acetate C(C)(=O)OC1=C(C=CC(=C1)Cl)Cl